2-((1E,3E)-4-(4-methoxyphenyl)buta-1,3-dien-1-yl)-2-(m-tolyl)-1,3-dithiane COC1=CC=C(C=C1)/C=C/C=C/C1(SCCCS1)C=1C=C(C=CC1)C